hydroxylbenzyltriazole OC1=C(N=NN1)CC1=CC=CC=C1